O=C1N(CC2=C3C(=CC=C12)C1(CCN(CC1)CC1CCNCC1)CO3)[C@@H]3C(NC(CC3)=O)=O (S)-3-(6-oxo-1'-(piperidin-4-ylmethyl)-6,8-dihydro-2H,7H-spiro[furo[2,3-e]isoindole-3,4'-piperidin]-7-yl)piperidine-2,6-dione